NC=1C=C(C=C(C1)C(F)(F)F)[C@@H](C)NC=1C2=C(N=C(N1)C)NC(C(=C2)C2CCNCC2)=O (R)-4-((1-(3-amino-5-(trifluoromethyl)phenyl)ethyl)amino)-2-methyl-6-(piperidin-4-yl)pyrido[2,3-d]pyrimidin-7(8H)-one